C(=CCCC)OC=CCCC pentenyl ether